[2-(3-fluoro-5-methanesulfonyl-phenoxy)ethyl](propyl)amine tartaric acid salt C(C(O)C(O)C(=O)O)(=O)O.FC=1C=C(OCCNCCC)C=C(C1)S(=O)(=O)C